COC(/C=C/C1CNCC1)C1=CC=C(C=C1)C(F)(F)F (E)-3-(3-methoxy-3-(4-(trifluoromethyl)phenyl)prop-1-en-1-yl)pyrrolidine